5-[4-amino-5-(trifluoromethyl)pyrrolo[2,1-f][1,2,4]triazin-7-yl]-N-[(3R,4S)-1-(2-chloro-4,5-difluorobenzoyl)-4-fluoropyrrolidin-3-yl]-2-methylbenzamide NC1=NC=NN2C1=C(C=C2C=2C=CC(=C(C(=O)N[C@@H]1CN(C[C@@H]1F)C(C1=C(C=C(C(=C1)F)F)Cl)=O)C2)C)C(F)(F)F